O1C(=CC=C1)C=CC(=O)N[C@@H](CC1=CC=CC=C1)C(=O)NCC(=O)NCC(=O)O N-[3-(2-Furyl)acryloyl]-L-phenylalanyl-glycyl-glycine